N=1C=CC=2C1NC(=CC2)O pyrrolo[2,3-b]pyridin-6-ol